2-hydroxy-2-methyl-N-((5-(2-((2-methyl-6-(trifluoromethyl)-2H-pyrazolo[3,4-d]pyrimidin-4-yl)thio)acetyl)thiophen-2-yl)methyl)propanamide OC(C(=O)NCC=1SC(=CC1)C(CSC=1C=2C(N=C(N1)C(F)(F)F)=NN(C2)C)=O)(C)C